ClC=1C=C(C=C(C1OC=1C=C2C=C(C=NC2=CC1)C)Cl)N1N=C(C(NC1=O)=O)C#N (3,5-dichloro-4-((3-methylquinolin-6-yl)oxy)phenyl)-3,5-dioxo-2,3,4,5-tetrahydro-1,2,4-triazine-6-carbonitrile